4-((2S,5R)-4-acryloyl-2,5-dimethylpiperazin-1-yl)-1-(2-isopropyl-6-(methylsulfonyl)phenyl)-6-fluoro-7-(2-fluoro-6-hydroxyphenyl)pyridino[2,3-d]pyrimidin-2(1H)-one C(C=C)(=O)N1C[C@@H](N(C[C@H]1C)C=1C2=C(N(C(N1)=O)C1=C(C=CC=C1S(=O)(=O)C)C(C)C)N=C(C(=C2)F)C2=C(C=CC=C2O)F)C